((S)-1-(4-fluorophenyl)-3,4-dihydroisoquinolin-2(1H)-yl)((4aR,7R,8aS)-4-methyl-1-methylbenzenesulfonyl-octahydro-2H-pyrano[3,4-b]pyrazin-7-yl)methanone FC1=CC=C(C=C1)[C@@H]1N(CCC2=CC=CC=C12)C(=O)[C@H]1C[C@H]2[C@@H](NCCN2S(=O)(=O)C2(CC=C(C=C2)C)C)CO1